(E)-2-cyclohexyl-5-(4-fluoro-styryl)-1,3-benzenediol C1(CCCCC1)C1=C(C=C(C=C1O)\C=C\C1=CC=C(C=C1)F)O